bispalmitoyloxypropylcysteine C(CCCCCCCCCCCCCCC)(=O)OC(CCN[C@@H](CS)C(=O)O)OC(CCCCCCCCCCCCCCC)=O